2-acetamido-4-iodo-N-(4-methyl-5-nitrothiazol-2-yl)benzamide C(C)(=O)NC1=C(C(=O)NC=2SC(=C(N2)C)[N+](=O)[O-])C=CC(=C1)I